OC1(CC(C1)C(=O)N1CC2(C1)CC(C2)CC2=NN(C(=C2)C(F)(F)F)C)C ((1s,3s)-3-Hydroxy-3-methylcyclobutyl)(6-((1-methyl-5-(trifluoromethyl)-1H-Pyrazol-3-yl)methyl)-2-azaspiro[3.3]heptan-2-yl)methanone